2-[2-(8-Hydroxyquinolin-4-yl)-vinyl]-1,6,7-trimethylquinolinium trifluoromethanesulfonate FC(S(=O)(=O)[O-])(F)F.OC=1C=CC=C2C(=CC=NC12)C=CC1=[N+](C2=CC(=C(C=C2C=C1)C)C)C